C(C)(C)(C)C=1C=C(C=C(C1O)C)C 6-tertiary butyl-2,4-xylenol